CC=1C=CC2=C(NC(=N2)CO)C1 (6-methyl-1H-benzo[d]imidazol-2-yl)methanol